spirobiindandiamine C12(C(CC3=CC=CC=C13)(N)N)CCC1=CC=CC=C12